3-Chloro-N-(3-cyano-4-methyl-1H-indol-7-yl)-1-(2-hydroxy-1,1-dimethylethyl)pyrazol-4-sulfonamid ClC1=NN(C=C1S(=O)(=O)NC=1C=CC(=C2C(=CNC12)C#N)C)C(CO)(C)C